2,3-dihydroxypropan-1-yl nonanoate C(CCCCCCCC)(=O)OCC(CO)O